FC(C=1C=NN2C1C(=NC(=C2C2=CC=CC=C2)C)N2CCC1(CC2)[C@@H](C=2C(=NC=CC2)C1)N)F (5S)-1'-[3-(difluoromethyl)-6-methyl-7-phenyl-pyrazolo[1,5-a]pyrazin-4-yl]spiro[5,7-dihydrocyclopenta[b]pyridine-6,4'-piperidine]-5-amine